1-(2-amino-4,5-dimethoxy-phenyl)propan-1-one sodium [Na].NC1=C(C=C(C(=C1)OC)OC)C(CC)=O